carboxy-13-methyl-3H,13H-indeno[2',3':3,4]naphtho[1,2-b]pyran C(=O)(O)C=1C2=C(OCC1)C=1C=CC=CC1C1=C2C(C2=CC=CC=C21)C